N-[(2S,3R)-2-[(2,3'-difluoro[1,1'-biphenyl]-3-yl)methyl]-4,4-difluoro-1-((2S)-oxetane-2-carbonyl)pyrrolidin-3-yl]methane-sulfonamide FC1=C(C=CC=C1C[C@@H]1N(CC([C@@H]1NS(=O)(=O)C)(F)F)C(=O)[C@H]1OCC1)C1=CC(=CC=C1)F